C12C3C(C(CC31)C2)N tricyclo[2.2.1.02,6]heptane-3-amine